(R)-5-(4-{4-[5-(2,4-dimethylphenyl)-[1,3,4]oxadiazol-2-yl]piperidine-1-carbonyl}phenyl)-5-methylimidazolidine-2,4-dione CC1=C(C=CC(=C1)C)C1=NN=C(O1)C1CCN(CC1)C(=O)C1=CC=C(C=C1)[C@@]1(C(NC(N1)=O)=O)C